(4-amino-1,2,5-oxadiazol-3-yl)-[3-[[(2'S,4R)-2-ethyl-2'-methyl-spiro[6,7-dihydrothieno[3,2-c]pyran-4,4'-piperidine]-1'-yl]methyl]azetidin-1-yl]methanone NC=1C(=NON1)C(=O)N1CC(C1)CN1[C@H](C[C@@]2(CC1)OCCC1=C2C=C(S1)CC)C